2-(2-chloro-4-fluorophenyl)-5-[1-(benzenesulfonyl)-1H-pyrrolo[2,3-b]pyridin-4-yl]-1H-pyrrole-3-carboxylic acid methyl ester COC(=O)C1=C(NC(=C1)C1=C2C(=NC=C1)N(C=C2)S(=O)(=O)C2=CC=CC=C2)C2=C(C=C(C=C2)F)Cl